C1(CCCCC1)C1=NOC(=C1)C(=O)N 3-cyclohexyl-1,2-oxazole-5-carboxamide